3-[2-[6-[3-(benzenesulfonylamino)phenyl]-4-oxohexyl]phenyl]propanoic acid C1(=CC=CC=C1)S(=O)(=O)NC=1C=C(C=CC1)CCC(CCCC1=C(C=CC=C1)CCC(=O)O)=O